Dipalmitoyl-oxyethyl-hydroxyethyl-methyl-ammonium methyl-sulfate COS(=O)(=O)[O-].C(CCCCCCCCCCCCCCC)(=O)OC(C[NH+](C)CCO)OC(CCCCCCCCCCCCCCC)=O